C(CCC)OC1=CC=C(C=C1)C1(C=CC2=C(O1)C=1C=CC(=C(C1C1=C2C(C2=CC(=CC=C21)C(F)(F)F)(CCC)CCC)OC)N2CCCCC2)C2=CC=C(C=C2)OCCCC 3,3-bis-(4-butoxyphenyl)-7-piperidinyl-8-methoxy-11-(trifluoromethyl)-13,13-dipropyl-3H,13H-indeno[2',3':3,4]naphtho[1,2-b]pyran